F[C@H]1[C@H](N(CC1)C1=NC(=CC(=C1C#N)C(F)(F)F)C)C=1N(C=CN1)C=1C=C(C=CC1)C 2-[(2R,3R)-3-fluoro-2-[1-(m-tolyl)imidazol-2-yl]pyrrolidin-1-yl]-6-methyl-4-(trifluoromethyl)pyridine-3-carbonitrile